C(CC)N(C1=CC(=CC=C1)NC(C)=O)CCC N,N-dipropyl-m-acetamidoaniline